3-(2-fluoro-5-methylphenyl)propionic acid FC1=C(C=C(C=C1)C)CCC(=O)O